FC=1C=CC(=C(C1)N1CC(CC1)N(C)C)[N+](=O)[O-] 1-(5-fluoro-2-nitrophenyl)-N,N-dimethylpyrrolidin-3-amine